1-N-[(2,4-Dimethoxyphenyl)methyl]-5-N-[[5-(imidazo[1,2-a]pyridin-7-yloxymethyl)-2-oxabicyclo[3.1.1]heptan-1-yl]methyl]isoquinoline-1,5-diamine COC1=C(C=CC(=C1)OC)CNC1=NC=CC=2C(=CC=CC12)NCC12OCCC(C1)(C2)COC2=CC=1N(C=C2)C=CN1